[Si](C)(C)(C(C)(C)C)O[C@H]1CC(C2(C1)CCN(CC2)C(=O)OC(C)(C)C)=O tert-butyl (R)-3-((tert-butyldimethylsilyl)oxy)-1-oxo-8-azaspiro[4.5]decane-8-carboxylate